S(C#N)C=1SC2=C(N1)C(=CC=C2)SC 2-thiocyano-methylthiobenzothiazole